N(=[N+]=[N-])CC(=O)C1CN(CCC1)C(=O)OC(C)(C)C tert-butyl 3-(2-azidoacetyl)piperidine-1-carboxylate